N-cyclopentyl-2-(3-hydroxy-1-methylpiperidin-4-yl)benzo[d]thiazole-6-carboxamide C1(CCCC1)NC(=O)C1=CC2=C(N=C(S2)C2C(CN(CC2)C)O)C=C1